FC=1C=C(CC2=NC=CC(=C2)NN)C=C(C1)C(F)(F)F 2-(3-fluoro-5-(trifluoromethyl)benzyl)-4-hydrazinylpyridine